3,5-dimethyl-2-phenylpyridine CC=1C(=NC=C(C1)C)C1=CC=CC=C1